1H-1,2,3-triazolo[4,5-b]pyridinium 3-oxid [NH2+]1N=[N+](C2=NC=CC=C21)[O-]